cysteine lithium salt [Li+].N[C@@H](CS)C(=O)[O-]